1,2-di(2,5-dimethylphospholanyl)benzene CC1P(C(CC1)C)C1=C(C=CC=C1)P1C(CCC1C)C